ClC=1C=C2C(=CN1)N(C(C21CCC2(OCCO2)CC1)=O)C([2H])([2H])[2H] 5-Chloro-1-(methyl-d3)dispiro[pyrrolo[2,3-c]pyridine-3,1'-cyclohexane-4',2''-[1,3]dioxolan]-2(1H)-one